FC=1C=C(N)C=CC1OC 3-fluoro-4-methoxyaniline